Cl.CC1=CSC2=C1N=C(N=C2N2CCC(CC2)N)C2=CC=CC=C2 1-(7-methyl-2-phenylthieno[3,2-d]pyrimidin-4-yl)piperidin-4-amine hydrochloride